C(=O)(O)CCC=C 1-carboxybut-3-en